(2,4,6-tri-tert-butylphenyl)divinylphosphine C(C)(C)(C)C1=C(C(=CC(=C1)C(C)(C)C)C(C)(C)C)P(C=C)C=C